COC1=CC(=C(C=C1)C1=CC=CC=C1)C 4'-methoxy-2'-methyl-1,1'-biphenyl